2-(2-((3,6-diazabicyclo[3.1.1]hept-3-yl)methyl)imidazo[1,2-a]pyridin-7-yl)-3,4-dichlorophenol C12CN(CC(N1)C2)CC=2N=C1N(C=CC(=C1)C1=C(C=CC(=C1Cl)Cl)O)C2